(E)-2-(2-aminoacetamido)ethyl (4-(3,5-bis(methoxy-d3)styryl-d6)phenyl) carbonate Hydrochloride Cl.C(OCCNC(CN)=O)(OC1=CC=C(C=C1)C(=C(C1(C(C(CC(=C1)OC([2H])([2H])[2H])(OC([2H])([2H])[2H])[2H])([2H])[2H])[2H])[2H])[2H])=O